2,5-difluoro-N-(thiazol-4-yl)-benzenesulfonamide FC1=C(C=C(C=C1)F)S(=O)(=O)NC=1N=CSC1